CN(S(=O)(=O)C1CC1)C=1SC=C(N1)C1(CC1)C(=O)O 1-(2-(N-methylcyclopropanesulfonamido)thiazol-4-yl)cyclopropane-1-carboxylic acid